C(C)(C)(C)OC(=O)N1[C@H](CNCC1)C (S)-1-N-tert-butyloxycarbonyl-2-methylpiperazine